NCCNC(CC[Si](OC)(OC)OC)CCCCC N-(β-aminoethyl)-γ-aminooctyltrimethoxysilane